ClC1=C(C(=O)O)C=C(C=C1)C=1OC(=CC1)/C=N/NC1=CC(=C(C=C1)C)Cl (E)-2-chloro-5-(5-((2-(3-chloro-4-methylphenyl)hydrazinylidene)methyl)furan-2-yl)benzoic acid